4-{3-(2,6-Dimethyl-phenyl)-7-[4-(4-methyl-piperazin-1-yl)-3-(tetrahydro-pyran-2-yloxymethyl)-phenylamino]-2-oxo-3,4-dihydro-2H-pyrimido[4,5-d]pyrimidin-1-yl}-butyric acid methyl ester COC(CCCN1C(N(CC=2C1=NC(=NC2)NC2=CC(=C(C=C2)N2CCN(CC2)C)COC2OCCCC2)C2=C(C=CC=C2C)C)=O)=O